bis(2-butyloctyl) 10-(octoxyamino)nonadecanedioate C(CCCCCCC)ONC(CCCCCCCCC(=O)OCC(CCCCCC)CCCC)CCCCCCCCC(=O)OCC(CCCCCC)CCCC